ethyl 3-(4-[(tert-butoxycarbonyl)amino]bicyclo[2.2.2]octan-1-yl)-2-butenoate C(C)(C)(C)OC(=O)NC12CCC(CC1)(CC2)C(=CC(=O)OCC)C